5-Ethynyl-2-((4-(4-methylpiperazin-1-yl)phenyl)amino)-8-phenylpyrido[2,3-d]pyrimidin-7(8H)-one C(#C)C1=CC(N(C=2N=C(N=CC21)NC2=CC=C(C=C2)N2CCN(CC2)C)C2=CC=CC=C2)=O